3',5-diallyl-2',5',6'-trideutero-3-[(S)-2-amino-4-methylthio-1-butanoyl]amino-2,4'-dihydroxy-1,1'-biphenyl hydrochloride Cl.C(C=C)C=1C(=C(C(=C(C1O)[2H])[2H])C1=C(C(=CC(=C1)CC=C)NC([C@H](CCSC)N)=O)O)[2H]